C(C=C)(=O)OC(CCCCC)(C(=O)O)C(=O)O acryloyl-oxyhexane-1,1-dicarboxylic acid